(R)-N-(2-amino-4-(3-((5-cyanopyrimidin-2-yl)amino)pyrrolidin-1-yl)quinazolin-7-yl)acrylamide NC1=NC2=CC(=CC=C2C(=N1)N1C[C@@H](CC1)NC1=NC=C(C=N1)C#N)NC(C=C)=O